2-[3-[3-[6-[(2,5-dioxo-1-pyrrolidinyl)oxy]-6-oxohexyl]-2(3H)-benzoxazolylidene]-1-propen-1-yl]-3-ethyl-benzoxazolium O=C1N(C(CC1)=O)OC(CCCCCN1C(OC2=C1C=CC=C2)=CC=CC=2OC1=C([N+]2CC)C=CC=C1)=O